(S)-2-amino-3-(7-chloro-5-iodo-1H-indol-3-yl)propanoic acid N[C@H](C(=O)O)CC1=CNC2=C(C=C(C=C12)I)Cl